C(C)N(C(=O)C=1C(=CC2=CC(=C(C(=C2C1)[N+](=O)[O-])O)O)C(=O)N(CCCOC(C)=O)CC)CC 3-[[3-(Diethylcarbamoyl)-6,7-dihydroxy-5-nitro-naphthalin-2-carbonyl]-ethyl-amino]propylacetat